[NH4+].CC(C(=O)[O-])CCCCCCC(=O)[O-].[NH4+] methyl-azelaic acid ammonium salt